C1(=CC=C(C=C1)C(N)=S)C(N)=S benzene-1,4-dithiocarboxamide